3-acetyl-4-morpholinyl-7-((4-(quinolin-7-yl)pyrimidin-2-yl)amino)-2H-benzopyran-2-one C(C)(=O)C=1C(OC2=C(C1N1CCOCC1)C=CC(=C2)NC2=NC=CC(=N2)C2=CC=C1C=CC=NC1=C2)=O